2-(4-Piperidin-1-yl-phenyl)-1H-benzoimidazole-5-carbonitrile N1(CCCCC1)C1=CC=C(C=C1)C1=NC2=C(N1)C=CC(=C2)C#N